(R)-1-(6-(methylamino)naphthalen-1-yl)pyrrolidin-3-amine CNC=1C=C2C=CC=C(C2=CC1)N1C[C@@H](CC1)N